P1(=O)(ON(P(=O)=O)O1)[O-] N'-phosphoimino phosphate